N1CCC(=CC1)C=1C=C(C=CC1)O 3-(1,2,3,6-tetrahydropyridin-4-yl)phenol